1-hydroxyethyl-3-methylimidazole bis(trifluoromethanesulfonyl)imide salt [N-](S(=O)(=O)C(F)(F)F)S(=O)(=O)C(F)(F)F.OC(C)C1=NC=CN1C